COC(CC1=CC=CC=C1)(C1=CC=CC=C1)OC 2,2-dimethoxy-2-phenylethylbenzene